tert-butyl 4-[(2-cyanopyrimidin-4-yl)amino]piperidine-1-carboxylate C(#N)C1=NC=CC(=N1)NC1CCN(CC1)C(=O)OC(C)(C)C